COC=1NC=2C(=NC=CC2)N1 methoxy-imidazo[4,5-b]pyridine